C[C@@H]1N(C[C@H](N(C1)C(C)C=1C=C2CN(C(C2=CC1)=O)C)C)C=1C=2N=C(N(C2N(C(N1)=O)C)CC)CC#N 2-(6-((2S,5R)-2,5-dimethyl-4-(1-(2-methyl-1-oxoisoindolin-5-yl)ethyl)piperazin-1-yl)-9-ethyl-3-methyl-2-oxo-3,9-dihydro-2H-purin-8-yl)acetonitrile